C(CCCC#C)(=O)O 5-Hexaynoic acid